CC(CN1C(N(CN(C1=C)CC(C)=O)CC(=C)C)=O)=C 1,3-bis(2-methylallyl)-6-methylene-5-(2-oxopropyl)-1,3,5-triazin-one